CC1=C(OC2=NC(=CC=C2C(=O)NS(=O)(=O)C2=NNC=C2)C2=CC=C(C=C2)C)C=CC(=C1)C 2-(2,4-Dimethylphenoxy)-6-(p-tolyl)-N-(1H-pyrazol-3-ylsulfonyl)pyridin-3-carboxamid